C(C)(C)C1=NN(C=N1)C isopropyl-1-methyl-1H-1,2,4-triazol